racemic-N-carboxymethylalanine C(=O)(O)CN[C@@H](C)C(=O)O |r|